C(CC(CCCCCCC)=O)=O decane-1,3-dione